[Si](C)(C)(C(C)(C)C)O[C@@H](\C=C\CCC)[C@H]1[C@@H](CC1)C=O (1R,2R)-2-((S,E)-1-((tert-butyldimethylsilyl)oxy)hex-2-en-1-yl)cyclobutanecarbaldehyde